C(CCCCCCC\C=C/CCCCCCCC)(=O)OC[C@@H](OC(CCCCCCC\C=C/CCCCCCCC)=O)COP(=O)([O-])OCC[N+](C)(C)C 1,2-di(oleoyl)-sn-glycero-3-phosphocholine